C(CCCCCN(C([O-])=O)C)N(C(OCC1=CC=C(C=C1)NC([C@H](CCCNC(=O)N)NN[C@H](C=O)C(C)C)=O)=O)C (4-((S)-2-(2-((S)-3-methyl-1-oxobutan-2-yl)hydrazinyl)-5-ureidopentanamido)benzyl) hexane-1,6-diylbis(methylcarbamate)